4-(trifluoromethoxy)-2-vinyl-benzoic acid FC(OC1=CC(=C(C(=O)O)C=C1)C=C)(F)F